N1=C(N=CC2=C1CNCC2)NC2=CC=C(C=C2)CCO 2-[4-({5H,6H,7H,8H-pyrido[3,4-d]pyrimidin-2-yl}amino)phenyl]ethan-1-ol